O1C(=CC=C1)CC(C(=O)O)CC(=O)N Furan-2-ylmethyl-succinamic acid